6-((4-((2-(Dimethylamino)-4-phenylthiazol-5-yl)oxy)pyridin-2-yl)amino)pyridine CN(C=1SC(=C(N1)C1=CC=CC=C1)OC1=CC(=NC=C1)NC1=CC=CC=N1)C